C(C)(C)(C)OC(=O)N1CCN(CC1)C1=C(CN(S(=O)(=O)C=2C=C3C(C=C(OC3=CC2)C(=O)O)=O)CCC2=CC=CC=C2)C=CC=C1 6-(N-(2-(4-(tert-Butoxycarbonyl)piperazin-1-yl)benzyl)-N-phenethylsulfamoyl)-4-oxo-4H-chromen-2-carboxylic acid